1-benzyl-naphthyridine C(C1=CC=CC=C1)N1CC=CC2=CC=CN=C12